ClC1=C(C=CC(=C1)OC1=CC=C(C=C1)Cl)C(C(=O)O)(CN1N=CN=C1)O 2-[2-chloro-4-(4-chlorophenoxy)-phenyl]-2-hydroxy-3-(1,2,4-triazol-1-yl)propanoic acid